tert-butyl 4-(4-amino-2-methyl-phenyl)-3,6-dihydro-2H-pyridine-1-carboxylate NC1=CC(=C(C=C1)C=1CCN(CC1)C(=O)OC(C)(C)C)C